(R)-N-(4-(pentafluoro-λ6-sulfanyl)phenyl)-2-(4-(pyrazolo[1,5-a]pyrimidin-7-yl)cyclohexyl)propanamide FS(C1=CC=C(C=C1)NC([C@H](C)C1CCC(CC1)C1=CC=NC=2N1N=CC2)=O)(F)(F)(F)F